C12(C3C4C5C3C1C5C24)CN2C(N(C=4N=CNC4C2=O)C2=C(C=CC=C2)C)=O 1-{[(2S,3S,4S,5R,7S)-cuban-1-yl]methyl}-3-(2-methylphenyl)-2,3,6,7-tetrahydro-1H-purine-2,6-dione